2-[4-(aminomethyl)-1-piperidyl]ethanol NCC1CCN(CC1)CCO